4-((cyclohexyldisulfanyl)methyl)-3,5-dimethylisoxazole C1(CCCCC1)SSCC=1C(=NOC1C)C